OC1=CC=C(OC2=CC=C(C=C2)C(=O)C2=CC=C(C=C2)OC2=CC=C(C=C2)O)C=C1 bis[4-(4-hydroxyphenoxy)phenyl]methanone